C(C1=CC=CC=C1)C=1C=C(C=CC1)C1=NOC(=C1)NS(=O)(=O)C1=CC(=C(C=C1)C)C N-(3-(3-benzylphenyl)isoxazol-5-yl)-3,4-dimethylbenzenesulfonamide